6,7-dimethoxy-9-(2-(4-methylpiperazin-1-yl)pyrimidin-5-yl)naphtho[2,3-c]furan-1(3H)-one COC1=CC2=CC3=C(C(OC3)=O)C(=C2C=C1OC)C=1C=NC(=NC1)N1CCN(CC1)C